FC(C(=O)O)(F)F.NCC(CN1N=CN(C1=O)CC1=CC(=CS1)C=1C(N(C=CC1)C)=O)=C(F)F [5-[[1-[2-(aminomethyl)-3,3-difluoro-allyl]-5-oxo-1,2,4-triazol-4-yl]methyl]-3-thienyl]-1-methyl-pyridin-2-one trifluoroacetate salt